6-chloro-N-(1-{4-[(3-chlorobenzene-1-carbonyl)amino]phenyl}cyclobutyl)pyridine-3-carboxamide ClC1=CC=C(C=N1)C(=O)NC1(CCC1)C1=CC=C(C=C1)NC(=O)C1=CC(=CC=C1)Cl